CN1N=C2C(=CC=C(C2=C1)N1CCN(CC1)C(=O)OC(C)(C)C)C(NC1CC=2N(CC1)N=C(N2)C)=O tert-butyl 4-[2-methyl-7-({2-methyl-5H,6H,7H,8H-[1,2,4]triazolo[1,5-a]pyridin-7-yl}carbamoyl) indazol-4-yl]piperazine-1-carboxylate